mannitol hexaacrylate C(C=C)(=O)O[C@H](COC(C=C)=O)[C@@H](OC(C=C)=O)[C@H](OC(C=C)=O)[C@H](OC(C=C)=O)COC(C=C)=O